CN1N=C(C2=CC=C(C=C12)N1CCC(CC1)NC)C1C(NC(CC1)=O)=O 3-[1-methyl-6-[4-(methylamino)-1-piperidyl]indazol-3-yl]piperidine-2,6-dione